CC1=NC(=CC(=C1)C=1NC2=CC(=CC=C2C1C)C=1N=C(SC1)N1CCNCC1)C 4-[2-(2,6-dimethyl-4-pyridyl)-3-methyl-1H-indol-6-yl]-2-piperazin-1-yl-thiazole